ClC=1C(=NC(=NC1)N[C@H]1[C@@H](COCC1)O)C=1C=C2C(=C(N=NC2=C(C1)F)C(C)(C)O)CC (3S,4R)-4-((5-chloro-4-(4-ethyl-8-fluoro-3-(2-hydroxypropan-2-yl)cinnolin-6-yl)pyrimidin-2-yl)amino)tetrahydro-2H-pyran-3-ol